N12C3=NC=CC=C3C(NS(C=3C=NN(CCCC(CC1)C2)C3)(=O)=O)=O 10λ6-thia-1,3,9,13,14-pentaazatetracyclo[16.2.1.111,14.02,7]docosa-2,4,6,11(22),12-pentaene-8,10,10-trione